C(N)(=O)C=1C(=NC(=NC1)N1C[C@H](CCC1)NC(OC(C)(C)C)=O)NC1=CC(=C2C=NNC2=C1)C1=CC=CC=C1 (S)-tert-butyl (1-(5-carbamoyl-4-((4-phenyl-1H-indazol-6-yl)amino)pyrimidin-2-yl)piperidin-3-yl)carbamate